C(C1=CC=CC=C1)N1C(=NC=2N(C(N(C(C12)=O)CCCO)=O)C)OC1=C(C=CC=C1)OC(F)(F)F 7-benzyl-1-(3-hydroxypropyl)-3-methyl-8-(2-(trifluoromethoxy)phenoxy)-1H-purine-2,6(3H,7H)-dione